bis-ethyl-(isostearoylimidazoline) C(C)C1N=C(N(C1)C(CCCCCCCCCCCCCCC(C)C)=O)CC